9-(tert-butoxycarbonyl)-14-(3-((tert-butoxycarbonyl)amino)propyl)-2,2-dimethyl-4,15-dioxo-3-oxa-5,9,14-triazaoctadecane-18-oic acid C(C)(C)(C)OC(=O)N(CCCNC(OC(C)(C)C)=O)CCCCN(C(CCC(=O)O)=O)CCCNC(=O)OC(C)(C)C